FC=1C=C(C=NC1NC1(CC1)C1=NC=CC=C1F)C(=O)NO 5-fluoro-6-{[1-(3-fluoropyridin-2-yl)cyclopropyl]amino}-N-hydroxypyridine-3-carboxamide